C(C)(=O)C1=CC2=C(OCC2)C=C1 5-acetyl-2,3-dihydrobenzo[B]furan